4-[1-(4-amino-3-methyl-1H-pyrazolo[3,4-d]pyrimidin-1-yl)ethyl]-3-ethoxy-2-[1-(2-hydroxy-2-methylpropyl)azetidin-3-yl]-6-methylbenzonitrile NC1=C2C(=NC=N1)N(N=C2C)C(C)C2=C(C(=C(C#N)C(=C2)C)C2CN(C2)CC(C)(C)O)OCC